[3-[5-(2-chlorophenoxy)pyrazin-2-yl]azetidin-1-yl]-[(3S)-3-(tetrazol-1-yl)pyrrolidin-1-yl]methanone ClC1=C(OC=2N=CC(=NC2)C2CN(C2)C(=O)N2C[C@H](CC2)N2N=NN=C2)C=CC=C1